CC1=CC=C(C=C1)S(=O)(=O)[O-].BrCCCCCC[NH3+] 6-Bromohexan-1-aminium 4-methylbenzenesulfonate